N-methylethan-1-d-1-amine CNC(C)[2H]